O[C@H]1[C@@H](CCCC1)NC=1CCOC1 4-(((1r,2r)-2-hydroxycyclohexyl)amino)-2,3-dihydrofuran